tert-Butyl (S)-3-((R)-1-((4-(N,N-diethylsulfamoyl)phenyl)sulfonyl)piperidine-3-carboxamido)pyrrolidine-1-carboxylate C(C)N(S(=O)(=O)C1=CC=C(C=C1)S(=O)(=O)N1C[C@@H](CCC1)C(=O)N[C@@H]1CN(CC1)C(=O)OC(C)(C)C)CC